N1(C=NC=C1)CCCNC(=O)C1=NN2C(N=C(C=C2N2CCC2)C2=CC=CC=C2)=C1 N-(3-(1H-Imidazol-1-yl)propyl)-7-(azetidin-1-yl)-5-phenylpyrazolo[1,5-a]pyrimidine-2-carboxamide